ClC=1N=C(C=2N(C1)C=CN2)C=C 6-chloro-8-vinylimidazo[1,2-a]pyrazine